(S)-tert-butyl (2-((5-(4-(2-((1,3-dioxoisoindolin-2-yl)oxy)-propoxy)phenyl)pyridin-2-yl)amino)ethyl)carbamate O=C1N(C(C2=CC=CC=C12)=O)O[C@H](COC1=CC=C(C=C1)C=1C=CC(=NC1)NCCNC(OC(C)(C)C)=O)C